1-(oxazol-2-yl)-4-phenylbutan-1-amine O1C(=NC=C1)C(CCCC1=CC=CC=C1)N